2-(((2r,3r,4s,5r)-5-(6-amino-2-chloro-9H-purin-9-yl)-4-fluoro-3-hydroxy-tetrahydrofuran-2-yl)methoxy)-2-benzylmalonic acid NC1=C2N=CN(C2=NC(=N1)Cl)[C@H]1[C@H]([C@@H]([C@H](O1)COC(C(=O)O)(C(=O)O)CC1=CC=CC=C1)O)F